5-methoxynaphthalen COC1=C2C=CC=CC2=CC=C1